C(=O)(OC(C)(C)C)N[C@H](CC(=O)O)CC#C (S)-β-(Boc-amino)-5-hexynoic acid